C(C)C=1C=NN(C1)C1(CN(C1)C=1C=2N(C=CC1)N=C(N2)NC2=CC(=CC=C2)C(=O)N2CCN(CC2)C)CC#N 2-[3-(4-ethylpyrazol-1-yl)-1-[2-[3-(4-methylpiperazine-1-carbonyl)anilino]-[1,2,4]triazolo[1,5-a]pyridin-8-yl]azetidin-3-yl]acetonitrile